rac-tert-butyl (1R,6R,8R)-8-methoxy-2-oxa-5-azabicyclo[4.2.0]octane-5-carboxylate CO[C@@H]1C[C@H]2N(CCO[C@@H]12)C(=O)OC(C)(C)C |r|